Cl.Cl.Cl.Cl.NC1(CC(=CC=C1N)C1=CC=C(N)C=C1)N 3,3-diaminobenzidine tetra-hydrochloride